2-((2,6-difluorotetrahydro-1H-pyrrolizin-7a(5H)-yl)methoxy)-8-fluoropyrido[4,3-d]pyrimidine bis(2,2,2-trifluoroacetate) FC(C(=O)O)(F)F.FC(C(=O)O)(F)F.FC1CC2(CC(CN2C1)F)COC=1N=CC2=C(N1)C(=CN=C2)F